4-(3,6-diazabicyclo[3.1.1]heptan-3-yl)-6-(1-methyl-1H-pyrazole-4-yl)pyrazolo[1,5-a]pyridine-3-carbonitrile trifluoroacetate FC(C(=O)O)(F)F.C12CN(CC(N1)C2)C=2C=1N(C=C(C2)C=2C=NN(C2)C)N=CC1C#N